2-(1-(6-(1-(2-hydroxyethyl)-1H-pyrazol-4-yl)pyrrolo[2,1-f][1,2,4]triazin-4-yl)-1,2,3,6-tetrahydropyridin-4-yl)pyrimidin OCCN1N=CC(=C1)C=1C=C2C(=NC=NN2C1)N1CCC(=CC1)C1=NC=CC=N1